E-N-[trans-3-{1-(2-nitrophenyl)-1H-pyrrol-2-yl}-allylideneamino]guanidine acetate salt C(C)(=O)O.[N+](=O)([O-])C1=C(C=CC=C1)N1C(=CC=C1)/C=C/C=NN\C(=N\[H])\N